(R)-2-HYDROXY-2-METHYLBUTYRIC ACID O[C@@](C(=O)O)(CC)C